1,3-BENZOXAZOLE-6-CARBOXYLIC ACID O1C=NC2=C1C=C(C=C2)C(=O)O